NC(C)C12CCC(CC1)(CC2)NC2=NC1=C(N=CC=C1C=C2)Cl N-(4-(1-aminoethyl)bicyclo[2.2.2]oct-1-yl)-8-chloro-1,7-naphthyridin-2-amine